C=CCCCCCC(C(CCC)C(=O)O)C(O)=N dodecene-8,9-dicarboxylic acid imide